C(CC)O[C@H]1[C@@H](O[C@@H]([C@H]1O)CO)N1C(=O)N=C(N)C=C1 O-propylcytidine